[(4R)-(4,4'-bi-1,3-benzodioxole)-5,5'-diyl]bis[bis(3,5-di-tert-butyl-4-methoxyphenyl)phosphine] O1COC2=C1C=CC(=C2C2=C(C=CC=1OCOC12)P(C1=CC(=C(C(=C1)C(C)(C)C)OC)C(C)(C)C)C1=CC(=C(C(=C1)C(C)(C)C)OC)C(C)(C)C)P(C1=CC(=C(C(=C1)C(C)(C)C)OC)C(C)(C)C)C1=CC(=C(C(=C1)C(C)(C)C)OC)C(C)(C)C